N-(4-acetylaminophenyl)-2-amino-5-(4-carbamoylphenyl)nicotinamide C(C)(=O)NC1=CC=C(C=C1)NC(C1=C(N=CC(=C1)C1=CC=C(C=C1)C(N)=O)N)=O